(R)-N-((3,5-dichloro-4-((4-(3-fluoroazetidin-1-yl)-1-((4-fluorophenyl)thio)butan-2-yl)amino)phenyl)sulfonyl)-1-methoxycyclohexane-1-carboxamide ClC=1C=C(C=C(C1N[C@@H](CSC1=CC=C(C=C1)F)CCN1CC(C1)F)Cl)S(=O)(=O)NC(=O)C1(CCCCC1)OC